ethyl 4-(6-(difluoromethyl)pyridine-3-carbonyl)-3-methyl-1H-pyrrole-2-carboxylate FC(C1=CC=C(C=N1)C(=O)C=1C(=C(NC1)C(=O)OCC)C)F